[C@@H]12N(C[C@@H](NC1)C2)C=2N(C(C1=C(N2)NC=C1C1=C(C2=CN(N=C2C=C1)C)Cl)=O)C 2-((1S,4S)-2,5-diaza-bicyclo[2.2.1]heptan-2-yl)-5-(4-chloro-2-methyl-2H-indazol-5-yl)-3-methyl-3,7-dihydro-4H-pyrrolo[2,3-d]pyrimidin-4-one